2-(methyl-(phenyl)amino)-9H-chromeno[2,3-d]thiazol-9-one CN(C=1SC2=C(N1)OC=1C=CC=CC1C2=O)C2=CC=CC=C2